1-(4-(cyanomethyl)benzyl)-5-cyclopropyl-1H-pyrazole-4-carboxylic acid ethyl ester C(C)OC(=O)C=1C=NN(C1C1CC1)CC1=CC=C(C=C1)CC#N